(5-hydroxy-2,4-di-tert-butyl-phenyl)-4-oxo-1H-quinoline-3-carboxamide OC=1C(=CC(=C(C1)N1C=C(C(C2=CC=CC=C12)=O)C(=O)N)C(C)(C)C)C(C)(C)C